(1R,2R,3S,4R,5S)-1-((2H-1,2,3-triazol-2-yl)methyl)-4-(6-(((R)-cyclobutyl(cyclopropyl)methyl)amino)-2-iodo-9H-purin-9-yl)bicyclo[3.1.0]hexane-2,3-diol N=1N(N=CC1)C[C@@]12[C@H]([C@H]([C@@H]([C@H]2C1)N1C2=NC(=NC(=C2N=C1)N[C@H](C1CC1)C1CCC1)I)O)O